3-(3-(1,1-difluoroethyl)cyclopentyl)-1-(methoxymethyl)-1H-pyrazole FC(C)(F)C1CC(CC1)C1=NN(C=C1)COC